5-(3-methylimidazo[1,2-a]pyrimidin-6-yl)-N-(cis-4-morpholinocyclohexyl)pyrrolo[2,1-f][1,2,4]triazin-2-amine CC1=CN=C2N1C=C(C=N2)C=2C=CN1N=C(N=CC12)N[C@@H]1CC[C@@H](CC1)N1CCOCC1